rac-(7R)-7-methyl-N-[rac-(3S)-5-methyl-4-oxo-2,3-dihydro-1,5-benzoxazepin-3-yl]-7-(2,2,2-trifluoroethyl)-5H-furo[3,4-d]pyrimidine-2-carboxamide C[C@@]1(OCC2=C1N=C(N=C2)C(=O)N[C@H]2COC1=C(N(C2=O)C)C=CC=C1)CC(F)(F)F |r|